2,4-dibromopyridin-3-amine BrC1=NC=CC(=C1N)Br